hydroxy-4-ethylbenzene OC1=CC=C(C=C1)CC